C(C)OC(=O)C=1N=C2N(N1)[C@@H](C[C@H]2O)C2=CC=CC=C2 (5S,7R)-7-hydroxy-5-phenyl-6,7-dihydro-5H-pyrrolo[1,2-b][1,2,4]Triazole-2-carboxylic acid ethyl ester